δ-tocotrienol CC(C)=CCC/C(C)=C/CC/C(C)=C/CC[C@]1(C)CCC2C=C(O)C=C(C)C=2O1